dibutyl-dibromotin C(CCC)[Sn](Br)(Br)CCCC